((2-bromo-4-fluorophenyl)amino)-5-(trifluoromethyl)-benzoic acid methyl ester COC(C1=C(C=CC(=C1)C(F)(F)F)NC1=C(C=C(C=C1)F)Br)=O